4-(((1S,2R)-2-fluorocyclopropyl)amino)-1-phenyl-7-(trifluoromethyl)quinazolin-2(1H)-one F[C@H]1[C@H](C1)NC1=NC(N(C2=CC(=CC=C12)C(F)(F)F)C1=CC=CC=C1)=O